F[C@H]1CNCC[C@@H]1N1N=CC(=C1)NC(=O)C1=NNC=2C[C@@](CCC12)(C)COC (S)-N-(1-((3S,4S)-3-fluoropiperidin-4-yl)-1H-pyrazol-4-yl)-6-(methoxymethyl)-6-methyl-4,5,6,7-tetrahydro-1H-indazole-3-carboxamide